(S)-3-((3-(2-(4-chlorophenyl)-2-hydroxyethyl)-1,2,4-oxadiazol-5-yl)methyl)-5-methyl-1-((1-methyl-1H-pyrazol-4-yl)methyl)pyrimidine-2,4(1H,3H)-dione ClC1=CC=C(C=C1)[C@H](CC1=NOC(=N1)CN1C(N(C=C(C1=O)C)CC=1C=NN(C1)C)=O)O